C(C)OC(=O)C1=NNC=2C(N(CCC21)C2=CC=C1CCN(C(C1=C2)=O)C)=O 6-(2-Methyl-1-oxo-3,4-dihydroisoquinolin-7-yl)-7-oxo-4,5-dihydro-1H-pyrazolo[3,4-c]pyridine-3-carboxylic acid ethyl ester